CC=1C=C(C=C(C1C)C1=CC=C(C=C1)C=1C(=NNC1C)C1=CC=NC=C1)S(=O)(=O)N 3,4-dimethyl-5-[4-[5-methyl-3-(4-pyridyl)-1H-pyrazol-4-yl]phenyl]benzenesulfonamide